4-(4-chlorophenyl)-6-(ethylamino)-2-(2-methyl-2H-indazol-5-yl)pyrido[3,2-c]pyridazin-3(2H)-one ClC1=CC=C(C=C1)C1=C2C(=NN(C1=O)C1=CC3=CN(N=C3C=C1)C)C=CC(=N2)NCC